Deoxyfluorouridine C1[C@@H]([C@H](O[C@H]1N2C=C(C(=O)NC2=O)F)CO)O